(R)-N-(5-(1,5-dimethyl-1H-pyrazol-3-yl)-4-((4-(2-methoxypropoxy)-6-(methylsulfonyl)pyridin-2-yl)amino)pyridin-2-yl)acetamide CN1N=C(C=C1C)C=1C(=CC(=NC1)NC(C)=O)NC1=NC(=CC(=C1)OC[C@@H](C)OC)S(=O)(=O)C